ClC=1C=C(CN2C[C@@H](OCC2)CNC(CSC=2SC=C(N2)C2=NN=NN2)=O)C=CC1Cl (2S)-N-{[4-(3,4-dichlorobenzyl)morpholin-2-yl]methyl}[4-(1H-tetrazol-5-yl)thiazol-2-ylthio]acetamide